2-[2-[2-[2-[2-[2-[[2-[4-[6-(dimethylamino)pyridin-3-yl]phenyl]-1,3-benzothiazol-6-yl]-amino]ethoxy]ethoxy]ethoxy]ethoxy]ethoxy]ethanoic acid CN(C1=CC=C(C=N1)C1=CC=C(C=C1)C=1SC2=C(N1)C=CC(=C2)NCCOCCOCCOCCOCCOCC(=O)O)C